NC1=NC=NN2C1=NC=C2C(=O)NC2=C1C=CN=C(C1=CC=C2C)NC2=C(C(=CC=C2)Cl)F 4-Amino-N-(1-((3-chloro-2-fluorophenyl)amino)-6-methylisoquinolin-5-yl)imidazo[2,1-f][1,2,4]Triazine-7-carboxamide